O=C1N(CC2=CC(=CC=C12)OC1C(CCCC1)N1CC(C1)C1=NC=CC=N1)C1C(NC(CC1)=O)=O 3-(1-oxo-5-((2-(3-(pyrimidin-2-yl)azetidin-1-yl)cyclohex-yl)oxy)-isoindolin-2-yl)-piperidine-2,6-dione